2,6-bis(trifluoromethyl)benzyl alcohol FC(C1=C(CO)C(=CC=C1)C(F)(F)F)(F)F